ClC1=CC=C(COC2=CC=C(C=C2)N2C=NC3=C2C=C(C=C3)C(=O)OCC)C=C1 ethyl 1-(4-((4-chlorobenzyl) oxy) phenyl)-1H-benzo[d]imidazole-6-carboxylate